ClC1=C(C=C(C=2C3=C(NC12)CCNC([C@@H]3C)=O)OCC=3N=COC3)Cl |r| racemic-7,8-dichloro-1-methyl-10-(oxazol-4-ylmethoxy)-3,4,5,6-tetrahydroazepino[4,5-b]indol-2(1H)-one